C1(=CC=CC=C1)COC1=CC=C(C=C1)NC(=O)C=1C=C(N(C1C)C)C1=C(C(=O)O)C=CC(=C1)Cl [4-({[4-(phenylmethoxy)phenyl]amino}carbonyl)-1,5-dimethyl-1H-pyrrol-2-yl]-4-chlorobenzoic acid